CN1C(NC=C1)(C(=O)O)C1=CC=CC=C1 3-methyl-2-phenylimidazolecarboxylic acid